Cl.C1(CC1)CC1NCCC2=CC=C(C=C12)N(C(C)C)C=1C(=NN(C1)C)C (cyclopropylmethyl)-N-(1,3-dimethyl-1H-pyrazol-4-yl)-N-isopropyl-1,2,3,4-tetrahydroisoquinolin-7-amine hydrochloride